[1-(ethoxymethoxy)cyclopropyl]-5-(4,4,5,5-tetramethyl-1,3,2-dioxaborolan-2-yl)pyrimidine C(C)OCOC1(CC1)C1=NC=C(C=N1)B1OC(C(O1)(C)C)(C)C